2-methoxyethyl (1S,2R,5R)-3-((4-(benzo[d]oxazol-2-yloxy)-3-fluorophenyl)sulfonyl)-2-(hydroxycarbamoyl)-3,8-diazabicyclo[3.2.1]octane-8-carboxylate O1C(=NC2=C1C=CC=C2)OC2=C(C=C(C=C2)S(=O)(=O)N2[C@H]([C@@H]1CC[C@H](C2)N1C(=O)OCCOC)C(NO)=O)F